6-[2-(3-methoxyphenyl)pyrrolidin-1-yl]-4-[(3R)-3-methylmorpholin-4-yl]-1H-pyridin-2-one COC=1C=C(C=CC1)C1N(CCC1)C1=CC(=CC(N1)=O)N1[C@@H](COCC1)C